3-(3-ethylphenyl)-9-methyl-3,9-diazaspiro[5.5]undecane C(C)C=1C=C(C=CC1)N1CCC2(CC1)CCN(CC2)C